NC1C2=C(CCC3=C1C=C(C=C3)OCC(=O)NCCOCCOCC(NCCOCCOCC(=O)N)=O)C=CC=C2 2-((5-amino-10,11-dihydro-5H-dibenzo[a,d][7]annulen-3-yl)oxy)-N-(17-amino-8,17-dioxo-3,6,12,15-tetraoxa-9-azaheptadecyl)acetamide